N1CCCC12CCOCC2 8-oxa-1-azaspiro[4.5]decane